CC(C(=O)O)CC(=O)O.C(CCCO)O butylene glycol methyl-succinate